N-(1,1-dioxo-2,3-dihydro-1λ6-benzothiophen-7-yl)-1-methyl-2-oxo-1,2-dihydro-pyridine-4-carboxamide O=S1(CCC2=C1C(=CC=C2)NC(=O)C2=CC(N(C=C2)C)=O)=O